ClC1=NN2C(N=CC(=C2[C@H](C)OC)NC(NC=2C=C(C(=NC2)N2N=CC(=C2)NC(C2=CC(=C(C=C2)F)F)=O)C(F)(F)F)=O)=C1 (S)-N-(1-(5-(3-(2-chloro-7-(1-methoxyethyl)pyrazolo[1,5-a]pyrimidin-6-yl)ureido)-3-(trifluoromethyl)pyridin-2-yl)-1H-pyrazol-4-yl)-3,4-difluorobenzamide